4-((5-(diethylamino)thiophen-2-yl)methylene)-3-phenylisoxazol-5(4H)-one C(C)N(C1=CC=C(S1)C=C1C(=NOC1=O)C1=CC=CC=C1)CC